C1=C(C=CC2=CC=CC=C12)CNC(=O)C1N(CCN(C1)S(=O)(=O)C1=CC=CC=C1)C(=O)C=1SC=CC1 N-(naphthalen-2-ylmethyl)-4-(phenylsulfonyl)-1-(thiophene-2-carbonyl)piperazine-2-carboxamide